F[C@@H]1CN(CC[C@@H]1CNC1=NC=CC=N1)C(=O)OCC1=CC=C(C=C1)C 4-methylbenzyl (3S,4R)-3-fluoro-4-[(2-pyrimidinylamino)methyl]-1-piperidinecarboxylate